(S)-1-Amino-2-(1-Methacryloylpyrrolidin-2-yl)-4-(4-((4-methoxypyridin-2-yl)carbamoyl)phenyl)-1H-imidazol-5-carboxamid NN1C(=NC(=C1C(=O)N)C1=CC=C(C=C1)C(NC1=NC=CC(=C1)OC)=O)[C@H]1N(CCC1)C(C(=C)C)=O